methyl (1r,2'R,4R)-6'-(benzyloxy)-4-(3-chloroanilino)-2'-{(2R)-2-methyl-3-[(thieno[3,2-b]pyridin-7-yl)oxy]propyl}-2',3'-dihydrospiro[cyclohexane-1,1'-indene]-4-carboxylate C(C1=CC=CC=C1)OC1=CC=C2C[C@H](C3(C2=C1)CCC(CC3)(C(=O)OC)NC3=CC(=CC=C3)Cl)C[C@H](COC3=C1C(=NC=C3)C=CS1)C